C(C=CC=CCCCCCCCCCCCCC)(=O)OCCCCCCCCCCCCCCCCCCCCCCCCCCCCCC(=O)N[C@H](CO)[C@H](O)C(CCCCCCCCCCCCCC)O N-(30-(9Z,12Z-octadecadienoyloxy)-triacontanoyl)-4R-hydroxysphinganine